NC=1C=C(C=CC1)C1=NN=NN1 5-(m-aminophenyl)tetrazole